C(C(=O)[O-])(=O)[O-].[Ag+].[Ag+] silver(I) oxalate